1-(2,4-difluorophenyl)-6-dimethylphosphoryl-pyrazolo[3,4-d]pyrimidin FC1=C(C=CC(=C1)F)N1N=CC=2C1=NC(=NC2)P(=O)(C)C